COC=1C=C(CC2(CC2)N(CC(=O)O)S(=O)(=O)C2=CC=C(C)C=C2)C=CC1 N-(1-(3-methoxybenzyl)cyclopropyl)-N-p-toluenesulfonylglycine